2-Ethyl-4-(naphthalen-1-yl)-5-(9H-xanthen-9-yl)oxazole C(C)C=1OC(=C(N1)C1=CC=CC2=CC=CC=C12)C1C2=CC=CC=C2OC=2C=CC=CC12